6-methyl-2-heptylamine CC(CCCC(C)N)C